5,6-bis(4-formylbenzyl)-1,3-dimethylbenzylium C(=O)C1=CC=C(CC=2C=C(CC([C+]=O)(C2CC2=CC=C(C=C2)C=O)C)C)C=C1